CN1C(N(C(C2=C1CCNC2)=O)CC2=C(C=CC=C2)C)=O 1-methyl-3-(2-methylbenzyl)-5,6,7,8-tetrahydropyrido[4,3-d]pyrimidine-2,4(1H,3H)-dione